2-ethyl-6-fluoro-7-difluoromethyl-benzo[d]isothiazol C(C)N1SC2=C(C1)C=CC(=C2C(F)F)F